C(C1=CC=C(C=C1)N=C=O)C1=CC=C(C=C1)N=C=O 4,4'-methylenedi-phenyl isocyanate